NN1C=NC(=C2N3C(N=C12)N(C(N3C)=O)CCN3CC(=CC3)C3=CC=C(C=C3)F)C=3OC=CC3 5-Amino-3-[2-[3-(4-fluorophenyl)-2,5-dihydropyrrol-1-yl]ethyl]-8-(2-furyl)-1-methyl-[1,2,4]triazolo[5,1-f]purin-2-one